FC(C1=CC=C(S1)B(O)O)(F)F (5-(trifluoromethyl)thiophen-2-yl)boronic acid